NCCC1=CC=C(C=C1)N1C2CN(CC1C2)C(=O)OC(C)(C)C tert-Butyl 6-(4-(2-aminoethyl)phenyl)-3,6-diazabicyclo[3.1.1]heptane-3-carboxylate